FC1=CC=2N(C=C1)C(=CN2)C2=C1C=CNC(C1=C(C=C2)NC2=CC=C1C(=N2)CN(C12CCOCC2)C)=O 5-(7-fluoroimidazo[1,2-a]pyridin-3-yl)-8-((6'-methyl-2,3,5,6,6',7'-hexahydrospiro[pyran-4,5'-pyrrolo[3,4-b]pyridin]-2'-yl)amino)isoquinolin-1(2H)-one